C[C@]12CC[C@H]3[C@@H](CC[C@H]4[C@H](C(O[C@@H]([C@@]34OO1)O2)=O)C)C (1R,4S,5R,8S,9R,12S,13R)-1,5,9-trimethyl-11,14,15,16-tetraoxa-tetracyclo[10.3.1.04,13.08,13]hexadecan-10-one